C(C)(C)(C)OC(=O)N1C2CC(CC1CC2)OC2=NC=C(C(=C2)C(=O)OC)[N+](=O)[O-] Endo-3-((4-(methoxycarbonyl)-5-nitropyridin-2-yl)oxy)-8-azabicyclo[3.2.1]octane-8-carboxylic acid tert-butyl ester